(2S)-4-(6-chloropyridazin-3-yl)-2-(tritylsulfanylmethyl)morpholine ClC1=CC=C(N=N1)N1C[C@H](OCC1)CSC(C1=CC=CC=C1)(C1=CC=CC=C1)C1=CC=CC=C1